1-methylcyclohexane-1,4-diol CC1(CCC(CC1)O)O